N[C@@H](C(C1CC1)C1CC1)C=1N=C2N(N=CC(=N2)C2N(CCOC2)C(=O)OC(C)(C)C)C1 tert-Butyl 3-{6-[(1S)-1-amino-2,2-dicyclopropylethyl]imidazo[1,2-b][1,2,4]triazin-3-yl}-morpholine-4-carboxylate